N1=C(C=CC=C1C1=C(C(=CC=C1)C1=CC=CC(=N1)C1=NC=CC=C1)[O-])C1=NC=CC=C1 2,6-bis(2,2'-bipyridyl-6-yl)phenolate